spiro[cyclopropane-1,8'-quinoline] N1=CC=CC=2C=CCC3(C12)CC3